ClCC1=C(C(=C(C=C1)F)OC)[N+](=O)[O-] (chloromethyl)-1-fluoro-2-methoxy-3-nitrobenzene